FC=1C=C(C(=O)N2CCN(CC2)CC(=O)N2CC3(CC4=CC=CC=C24)NCCC3)C=CC1 (2-(4-(3-fluorobenzoyl)piperazin-1-yl)acetyl)-1',4'-dihydro-2'H-spiro[pyrrolidine-2,3'-quinoline]